C1(CC1)NC(C1=C(C=C(C=C1OC)C1=CN=C2N1C=CC(=C2)OCCN2[C@H](COCC2)C)OC(F)F)=O N-cyclopropyl-2-(difluoromethoxy)-6-methoxy-4-[7-[2-[(3S)-3-methylmorpholin-4-yl]ethoxy]imidazo[1,2-a]pyridin-3-yl]benzamide